5-fluoro-6-(5-fluoro-3-(tetrahydrofuran-3-yl)-1H-indol-7-yl)-3,11,11-trimethyl-8,9,10,11-tetrahydro-7H-cyclopenta[f][1,2,4]triazolo[4,3-a]quinoxaline FC1=C(C2=C(C=3NC(C=4N(C13)C(=NN4)C)(C)C)CCC2)C=2C=C(C=C4C(=CNC24)C2COCC2)F